2-{[(tert-butoxycarbonyl)(methyl)amino]methyl}pyridine-4-carboxylic acid C(C)(C)(C)OC(=O)N(C)CC1=NC=CC(=C1)C(=O)O